C(C1=CC=CC=C1)N(CC(O)C=1C=NN(C1)CC1=CC=CC=C1)CCO 2-(benzyl-(2-hydroxyethyl)amino)-1-(1-benzyl-1H-pyrazol-4-yl)ethan-1-ol